ClC1=CC(=C(C(=C1)C(C)C)NC(=O)NS(=O)(=O)N1C(CC(CC1C)C)C)C(C)C N-((4-Chloro-2,6-Diisopropylphenyl)carbamoyl)-2,4,6-trimethylpiperidin-1-sulfonamid